methyl-cyclohexyl-1,3-propylenediamine CN(CCCN)C1CCCCC1